pyrimidin-2-yl-piperidine-4-carboxylic acid N1=C(N=CC=C1)N1CCC(CC1)C(=O)O